C(C)OC(=O)C=1C(=C2C(=NC1)N(N=C2)C2=CC(=CC(=C2)Cl)Cl)Cl 4-chloro-1-(3,5-dichlorophenyl)-1H-pyrazolo[3,4-b]pyridine-5-carboxylic acid ethyl ester